C(C1=CC=CC=C1)OCCNC(=O)C1CN(C1)C1=C(C=C2C(C(=CN(C2=N1)C=1SC=CN1)C(=O)O)=O)F 7-(3-{[2-(benzyloxy)ethyl]carbamoyl}azetidin-1-yl)-6-fluoro-4-oxo-1-(1,3-thiazol-2-yl)-1,4-dihydro-1,8-naphthyridine-3-carboxylic acid